(4aR,8aS)-6-[3-[1-(2,4-dichlorophenyl)pyrazol-3-yl]azetidine-1-carbonyl]-4,4a,5,7,8,8a-hexahydropyrido[4,3-b][1,4]oxazin-3-one ClC1=C(C=CC(=C1)Cl)N1N=C(C=C1)C1CN(C1)C(=O)N1C[C@@H]2[C@@H](OCC(N2)=O)CC1